2-methoxythieno[3,2-b]pyridin-7-ylboronic acid COC1=CC2=NC=CC(=C2S1)B(O)O